(2-(trifluoromethyl)pyridin-4-yl)methanol FC(C1=NC=CC(=C1)CO)(F)F